2-allyl-5-hydroxy-6-(3-nitrophenyl)-3-oxo-pyridazine-4-carboxylic acid ethyl ester C(C)OC(=O)C=1C(N(N=C(C1O)C1=CC(=CC=C1)[N+](=O)[O-])CC=C)=O